rac-5-{2-[(2R,5S)-2-(4-Cyano-3-cyclopropylphenyl)-5-methylpiperidin-1-Yl]-2-oxoacetamido}Pyridine-3-carboxamide C(#N)C1=C(C=C(C=C1)[C@@H]1N(C[C@H](CC1)C)C(C(=O)NC=1C=C(C=NC1)C(=O)N)=O)C1CC1 |r|